[Si](C)(C)(C(C)(C)C)OCCN1N=CC(=C1)CNC(OC(C)(C)C)=O tert-butyl ((1-(2-((tert-butyldimethylsilyl)oxy)ethyl)-1H-pyrazol-4-yl)methyl)carbamate